S1C(=NC2=C1C=CC=C2)NC2=C(C=C(N=N2)N(C=2SC(=C(N2)C(=O)OCC)C2CCN(CC2)C(CC2=CC=CC=C2)=O)C)C ethyl 2-({6-[(1,3-benzothiazol-2-yl) amino]-5-methylpyridazin-3-yl} (methyl) amino)-5-[1-(2-phenylacetyl) piperidin-4-yl]-1,3-thiazole-4-carboxylate